((1S,4S)-2-oxa-5-azabicyclo[2.2.1]heptan-5-yl)(3-(2-(4-(methylsulfinyl)phenyl)furo[3,2-b]pyridin-7-yl)phenyl)methanone [C@@H]12OC[C@@H](N(C1)C(=O)C1=CC(=CC=C1)C1=C3C(=NC=C1)C=C(O3)C3=CC=C(C=C3)S(=O)C)C2